tolylbenzene-1,3-diamine C1(=C(C=CC=C1)C1=C(C=CC=C1N)N)C